(2-(benzyloxy)ethyl)potassium trifluoroborate B(F)(F)F.C(C1=CC=CC=C1)OCC[K]